C(C1=CC=CC=C1)N1N=C(C(=C1)C1=C(C=C(C=C1)NC([C@H](C(C1=CC=CC=C1)C1=CC=CC=C1)NC(=O)C1=CC=NN1C)=O)F)C (S)-N-(1-((4-(1-benzyl-3-methyl-1H-pyrazol-4-yl)-3-fluorophenyl)amino)-1-oxo-3,3-diphenylpropan-2-yl)-1-methyl-1H-pyrazole-5-carboxamide